CCNC1=CC=C(C=C1)C (2-Ethylamino)-4-methylbenzol